CNC(CCCC=1N=C(N(C1)C1=CC=CC=C1)C1=C(C(=O)N)C=CC=C1C=1C=NNC1)=O (4-(4-(methylamino)-4-oxobutyl)-1-phenyl-1H-imidazol-2-yl)-3-(1H-pyrazol-4-yl)benzamide